ClC=1C=C(C=CC1)[C@@H]1[C@H](C1)C(=O)NC1=NC=NC(=C1)NCC=1N=C2N(C=C(C=C2N2C[C@H](CC2)N(C)C)C2CC2)C1 (1S,2S)-2-(3-chlorophenyl)-N-(6-(((6-cyclopropyl-8-((S)-3-(dimethylamino)pyrrolidin-1-yl)imidazo[1,2-a]pyridin-2-yl)methyl)amino)pyrimidin-4-yl)cyclopropane-1-carboxamide